tert-butyl (2-(5'-fluoro-3-methyl-1'-(4-oxopentanoyl)-1H,1'H-[4,6'-biindazol]-1-yl)acetyl)glycylglycinate FC=1C=C2C=NN(C2=CC1C=1C=2C(=NN(C2C=CC1)CC(=O)NCC(=O)NCC(=O)OC(C)(C)C)C)C(CCC(C)=O)=O